FC=1C=NC(=NC1)[C@@]12CC[C@H](C[C@H]2C1)OC[C@@H]1N([C@@H](C[C@@H]1NS(=O)(=O)CC1=CC=CC=C1)C)C(=O)OC methyl (2R,3S,5R)-2-((((1R,3R,6S)-6-(5-fluoropyrimidin-2-yl)bicyclo[4.1.0]heptan-3-yl)oxy)methyl)-5-methyl-3-((phenylmethyl)sulfonamido)pyrrolidine-1-carboxylate